p-nitrobenzenediazonium tetrafluoroborate F[B-](F)(F)F.[N+](=O)([O-])C1=CC=C(C=C1)[N+]#N